2-(1-cyclopropyl-ethyl)-oxiran C1(CC1)C(C)C1OC1